FC1=CC(=C(C=C1)NS(=O)(=O)C=1C=C(C=NC1OC)NC(=O)C=1N=C(OC1)C1=CC=CC=C1)C N-(5-(N-(4-fluoro-2-methylphenyl)sulfamoyl)-6-methoxypyridin-3-yl)-2-phenyloxazole-4-carboxamide